tert-butyl 4-iodo-1H-imidazole-1-carboxylate IC=1N=CN(C1)C(=O)OC(C)(C)C